2-phenyl-2-((R)-3-(4-(5,6,7,8-tetrahydro-1,8-naphthyridin-2-yl)butylamino)pyrrolidin-1-yl)acetic acid C1(=CC=CC=C1)C(C(=O)O)N1C[C@@H](CC1)NCCCCC1=NC=2NCCCC2C=C1